COC(=O)C=1C=C2C(=NC1)NC=N2 3H-imidazo[4,5-b]Pyridine-6-carboxylic acid methyl ester